tert-butyl (2R)-2-[(4-tert-butylphenyl)-[2-(cyclohexylamino)-2-oxo-1-(3-pyridyl)ethyl]carbamoyl]-4-oxo-pyrrolidine-1-carboxylate C(C)(C)(C)C1=CC=C(C=C1)N(C(=O)[C@@H]1N(CC(C1)=O)C(=O)OC(C)(C)C)C(C(=O)NC1CCCCC1)C=1C=NC=CC1